tert-butyl (7-((4-(N-(3,4-dichloro-1H-indol-7-yl)sulfamoyl)phenyl)sulfonamido)heptyl)carbamate ClC1=CNC2=C(C=CC(=C12)Cl)NS(=O)(=O)C1=CC=C(C=C1)S(=O)(=O)NCCCCCCCNC(OC(C)(C)C)=O